6-(2-((3aR,5r,6aS)-5-benzyl-5-hydroxyhexahydrocyclopenta[c]pyrrol-2(1H)-yl)acetyl)-3,4-dihydroquinolin-2(1H)-one C(C1=CC=CC=C1)C1(C[C@@H]2[C@@H](CN(C2)CC(=O)C=2C=C3CCC(NC3=CC2)=O)C1)O